C1(CC1)CNC1=C(C(=NN1[C@@H]1CN(CC1)C(C=C)=O)C#CC1=C(C2=C(N(C=N2)CC)C=C1F)F)C(=O)N 5-[(cyclopropylmethyl)amino]-3-[2-(1-ethyl-4,6-difluoro-1,3-benzodiazol-5-yl)ethynyl]-1-[(3S)-1-(prop-2-enoyl)pyrrolidin-3-yl]pyrazole-4-carboxamide